C(C)(C)(C)NC1=C(C(=O)[O-])C=CC(=N1)Cl 2-(tert-butylamino)-6-chloronicotinate